CC(CO)C(C)(O)CC1=CC=CC=C1 2-methyl-3-benzyl-1,3-butanediol